5-(cyclopropylmethyl)-4-(6-cyclopropylpyridin-3-yl)-7-fluoro-2-(2-methyl-2H-indazol-5-yl)-2,5-dihydro-3H-pyrrolo[3,2-c]pyridazin-3-one C1(CC1)CN1C=C(C2=NN(C(C(=C21)C=2C=NC(=CC2)C2CC2)=O)C2=CC1=CN(N=C1C=C2)C)F